C(CCCCCCCCC=C)[SiH3] 10-undecenyl-silane